[N+](=O)([O-])C1=CC=C(COCOCOCC2=CC=C(C=C2)[N+](=O)[O-])C=C1 p-nitrobenzyloxymethyl ether